FC1=C(C=C2CC([C@H](C2=C1)NC(O[C@@H]1CN2CCC1CC2)=O)(C)C)C2=CC=C(C=C2)OCCC (S)-quinuclidin-3-yl ((R)-6-fluoro-2,2-dimethyl-5-(4-propoxyphenyl)-2,3-dihydro-1H-inden-1-yl)carbamate